Cl.N1C[C@@H](CC1)CN1CC2(C1)CCC(CC2)NC(OCC2=CC=CC=C2)=O Benzyl (R)-(2-(pyrrolidin-3-ylmethyl)-2-azaspiro[3.5]nonan-7-yl)carbamate hydrochloride